methanetrisulfonic acid trilithium [Li].[Li].[Li].C(S(=O)(=O)O)(S(=O)(=O)O)S(=O)(=O)O